iodo-6-methyl-N-(3-methyl-4-((1-methyl-1H-benzimidazol-5-yl)oxy)phenyl)pyrimidin-4-amine IC1=NC(=CC(=N1)NC1=CC(=C(C=C1)OC1=CC2=C(N(C=N2)C)C=C1)C)C